OC(CCCCCCCCCCCC(=O)O)CCC(CCCCCCCCCC)O 13,16-Dihydroxyhexacosanoic acid